CN1N=C(N=C1)CN1N=C2N(CCCC2)C1=O (5RS)-2-[(1-Methyl-1H-1,2,4-triazol-3-yl)methyl]-3-oxo-2,3,5,6,7,8-hexahydro[1,2,4]triazolo[4,3-a]pyridin